C(=O)(OC(C)(C)C)NC N-bocaminomethane